BrC=1C2=CN(N=C2C(=C(C1)F)[N+](=O)[O-])CC1=CC=C(C=C1)OC 4-bromo-6-fluoro-2-[(4-methoxyphenyl)methyl]-7-nitro-indazole